C(C)(C)(C)OC(=O)N[C@H](C)C1=CC=C2C(=N1)NC(=C2)C2=NC1=C(N2C)C=CC(=C1)C(=O)OC(C)C isopropyl (R)-2-(6-(1-((tert-butoxycarbonyl)amino)ethyl)-1H-pyrrolo[2,3-b]pyridin-2-yl)-1-methyl-1H-benzo[d]imidazole-5-carboxylate